(1S,2r)-2-((S)-5-cyano-8-((1-isopropyl-1H-1,2,3-triazol-4-yl)methoxy)-1-((1-oxoisoindolin-2-yl)methyl)-1,2,3,4-tetrahydroisoquinoline-2-carbonyl)cyclohexane-1-carboxylic acid C(#N)C1=C2CCN([C@@H](C2=C(C=C1)OCC=1N=NN(C1)C(C)C)CN1C(C2=CC=CC=C2C1)=O)C(=O)[C@H]1[C@H](CCCC1)C(=O)O